FC1CC(NC1)C(=O)N 4-fluoropyrrolidine-2-carboxamide